C[C@@H](C[C@@H](C)O)CCC1=CC=CC=C1 |r| (2rs,4rs)-4-methyl-6-phenyl-2-hexanol